2-bromo-6,7-dihydro-5H-[1,2,4]triazolo[1,5-a]pyridin-8-one BrC1=NN2C(C(CCC2)=O)=N1